manganese acetate C(C)(=O)[O-].[Mn+2].C(C)(=O)[O-]